N[C@@H](CC(=O)OCC)C=1C(=C(C=C(C1F)C(F)(F)F)C1=C(C=C(C=C1C)C1CC1)C)F ethyl (S)-3-amino-3-(4'-cyclopropyl-2,4-difluoro-2',6'-dimethyl-5-(trifluoromethyl)-[1,1'-biphenyl]-3-yl)propanoate